7-(4-chloro-2-fluorophenethoxy)-1,2,3,4-tetrahydroisoquinoline ClC1=CC(=C(CCOC2=CC=C3CCNCC3=C2)C=C1)F